tert-butyl 8-(5-((3,4-dichlorophenyl)difluoromethyl)-1,3,4-oxadiazol-2-yl)-5-oxo-6-(thiazol-5-ylmethyl)-2,6-diazaspiro[3.4]octane-2-carboxylate ClC=1C=C(C=CC1Cl)C(C1=NN=C(O1)C1CN(C(C12CN(C2)C(=O)OC(C)(C)C)=O)CC2=CN=CS2)(F)F